O[C@@H](CCOS(=O)(=O)C1=CC=C(C=C1)C)C 4-Methylbenzenesulfonic acid [(3R)-3-hydroxybutyl] ester